C(CC)(=O)OC methyl propanoate